BrCC=1OC(OC1C)=O 4-(bromomethyl)-5-methyl-2H-1,3-dioxol-2-one